(+-)-(2E)-1-(2,6,6-TRIMETHYL-2-CYCLOHEXEN-1-YL)-2-BUTEN CC=1[C@@H](C(CCC1)(C)C)C\C=C\C |r|